chloro-2-cyclopropylpyrimidin-4-amine ClC=1C(=NC(=NC1)C1CC1)N